C(C1=CC=CC=C1)OC1=C(C=C2C(=NN(C2=C1F)C1=CC=C(C=C1)N1CCC(CC1)(C)C)OC)F 6-(benzyloxy)-1-(4-(4,4-dimethylpiperidin-1-yl)phenyl)-5,7-difluoro-3-methoxy-1H-indazole